C(C)NC1=C(C=C2C(=CC(OC2=C1)=O)C)C 7-(ethylamino)-4,6-dimethylcoumarin